((3-(1-Isopropyl-1H-pyrazole-3-carboxamido)-5-(trifluoromethyl)phenyl)carbamoyl)(3-(pyridin-2-ylmethyl)-1,2,3-oxadiazol-3-ium-5-yl)amide C(C)(C)N1N=C(C=C1)C(=O)NC=1C=C(C=C(C1)C(F)(F)F)NC(=O)[N-]C1=C[N+](=NO1)CC1=NC=CC=C1